5-chloro-1-(2-trimethylsilylethoxymethyl)pyrazole-3-carbonitrile ClC1=CC(=NN1COCC[Si](C)(C)C)C#N